methyl (2-thiomorpholinoethyl) fumarate hydrochloride Cl.C(\C=C\C(=O)OCCN1CCSCC1)(=O)OC